2-(5-bromo-3-(ethylsulfonyl)pyridin-2-yl)-9-methyl-8-(trifluoromethyl)-9H-purine BrC=1C=C(C(=NC1)C1=NC=C2N=C(N(C2=N1)C)C(F)(F)F)S(=O)(=O)CC